FC1=CC=C(OC2=CC3=C(N=C(N=C3)NC3=CC=C(C=C3)F)N(C2=O)C)C=C1 6-(4-fluorophenoxy)-2-[(4-fluorophenyl)amino]-8-methylpyrido[2,3-d]pyrimidin-7(8H)-one